4-bromo-2,5-dimethylphenylacetic acid BrC1=CC(=C(C=C1C)CC(=O)O)C